COC=1C=CC(=C(C1)O)C1=C2C(=C(N=N1)N[C@H]1CN(CCC1)C)COCC2 (R)-5-methoxy-2-(4-((1-methylpiperidin-3-yl)amino)-7,8-dihydro-5H-pyrano[3,4-d]pyridazin-1-yl)phenol